CC(CC=NC1CCNCC1)C 4-((3-Methylbutylidene)amino)piperidine